(E)-1-(4'-(cyclopentyloxy)-[1,1'-biphenyl]-4-yl)-3-(quinoxalin-6-yl)prop-2-en-1-one C1(CCCC1)OC1=CC=C(C=C1)C1=CC=C(C=C1)C(\C=C\C=1C=C2N=CC=NC2=CC1)=O